3-aminobutyl-(tri-dodecyloxysilane) NC(CC[Si](OCCCCCCCCCCCC)(OCCCCCCCCCCCC)OCCCCCCCCCCCC)C